3-bromo-N-[4-chloro-2-methyl-6-[(methylamino)thiooxymethyl]phenyl]-1-(3-chloro-2-pyridinyl)-1H-pyrazole-5-carboxamide BrC1=NN(C(=C1)C(=O)NC1=C(C=C(C=C1COSNC)Cl)C)C1=NC=CC=C1Cl